FC(C(=O)O)(F)F.FC(C1=CC=2C3=C(C=NC2C=C1)N=C(N3[C@H]3C[C@H](OCC3)C)CC3=NOC(=C3)C)F 8-(difluoromethyl)-2-[(5-methyl-1,2-oxazol-3-yl)methyl]-1-[(2R,4R)-2-methyltetrahydro-2H-pyran-4-yl]-1H-imidazo[4,5-c]quinoline, trifluoroacetate salt